C(CCCCCCC\C=C/CCCCCCCC)(=O)OC[C@@H](OC(CCCCCCC\C=C/CCCCCCCC)=O)COP(=O)(O)OCCN 1,2-Dioleoyl-sn-glycero-3-Phosphoethanolamin